1,1-difluoro-N-((6S,7S)-6-((2,3',5'-trifluoro-[1,1'-biphenyl]-3-yl)methyl)-5-azaspiro[2.4]heptane-7-yl)methanesulfonamide hydrochloride Cl.FC(S(=O)(=O)N[C@@H]1[C@@H](NCC12CC2)CC=2C(=C(C=CC2)C2=CC(=CC(=C2)F)F)F)F